C[C@H]1N(CCOC1)C1=CC(=C2C(=N1)N(N=C2)C2=NNC=C2)C=2C(=NN(C2C(F)(F)F)C2CCNCC2)C (3R)-3-methyl-4-(4-(3-methyl-1-(piperidin-4-yl)-5-(trifluoromethyl)-1H-pyrazol-4-yl)-1-(1H-pyrazol-3-yl)-1H-pyrazolo[3,4-b]pyridin-6-yl)morpholine